FC1(CCC2=C1N=C(N=C2C=2C=NN(C2)C2CCNCC2)N2[C@H](CC2)C)F (S)-7,7-difluoro-2-(2-methylazetidin-1-yl)-4-(1-(piperidin-4-yl)-1H-pyrazol-4-yl)-6,7-dihydro-5H-cyclopenta[d]pyrimidine